N-(4,6-dimethyl-1,2,3,4-tetrahydronaphthalen-1-yl)-2-oxo-6-(trifluoromethyl)-1,2-dihydropyridine-3-carboxamide CC1CCC(C2=CC=C(C=C12)C)NC(=O)C=1C(NC(=CC1)C(F)(F)F)=O